C1(CCCC1)C(C)(OC(=O)C1C2C3C4C=CC(C3C(C1)C2)C4)C4CCCC4 8-(1,1-dicyclopentylethoxycarbonyl)-tetracyclo[4.4.0.12,5.17,10]-3-dodecene